NC=1NC(C=2N(C(N(C2N1)[C@@H]1O[C@@H](C[C@H]1O)[C@H](C(F)(F)F)O)=O)CCC(F)(F)F)=O 2-Amino-9-((2R,3R,5S)-3-hydroxy-5-((R)-2,2,2-trifluoro-1-hydroxyethyl)tetrahydrofuran-2-yl)-7-(3,3,3-trifluoropropyl)-7,9-dihydro-1H-purine-6,8-dione